3-methoxy-5-{2-[2-(naphthalene-1-sulfonamido)phenyl]ethynyl}pyridine-2-carboxylic acid COC=1C(=NC=C(C1)C#CC1=C(C=CC=C1)NS(=O)(=O)C1=CC=CC2=CC=CC=C12)C(=O)O